C(C1=CC=CC=C1)ON1C(=CC=CC1=O)C(=O)NC=1C=C(C(=CC1)C=1C(=CC(=CC1)NC(=O)C=1N(C(C=CC1)=O)OCC1=CC=CC=C1)S(=O)(=O)O)S(=O)(=O)O 4,4'-bis(1-(benzyloxy)-6-oxo-1,6-dihydropyridine-2-carboxamido)-[1,1'-biphenyl]-2,2'-disulfonic acid